C[C@H]1N(CCOC1)C1=NC2=C(N=CC=C2C(=C1)N=S1(CCCC1)=O)C1=CC=NN1 N-{2-[(3R)-3-methylmorpholin-4-yl]-8-(1H-pyrazol-5-yl)-1,7-naphthyridin-4-yl}tetrahydro-1H-1λ4-thiophen-1-imine 1-oxide